Cl.NCC(C#N)(C)NC1=CN=CC2=CC=CC=C12 3-amino-2-(isoquinolin-4-ylamino)-2-methylpropanenitrile hydrochloride